O1C(CCCC1)N1N=CC2=CC=C(C=C12)C(=O)O (E)-1-tetrahydropyran-2-yl-indazole-6-carboxylic acid